5-[4-(4-formyl-1-piperidinyl)phenyl]-1H-pyrrolo[2,3-b]Pyridine C(=O)C1CCN(CC1)C1=CC=C(C=C1)C=1C=C2C(=NC1)NC=C2